OC=1C=C(C=CC1O)[C@H]1OC2=C(CC1)C(=CC(=C2)O)O (2S)-2-(3,4-dihydroxyphenyl)-5,7-dihydroxyl-2,3-dihydro-4H-1-benzopyran